N-(1-(4-(pentafluoro-λ6-sulfaneyl)phenyl)-1,2,3,4-tetrahydroquinolin-3-yl)acrylamide FS(C1=CC=C(C=C1)N1CC(CC2=CC=CC=C12)NC(C=C)=O)(F)(F)(F)F